C(C)(C)(C)OC(=O)N1CCN(CC1)C1=C(C=C(C=C1)NCCCCCCSC1=CC=NC2=CC(=CC=C12)C(F)(F)F)Cl 4-(2-Chloro-4-((6-((7-(trifluoromethyl)quinolin-4-yl)thio)hexyl)amino)phenyl)piperazine-1-carboxylic acid tert-butyl ester